[N+](=O)([O-])C1=NC2=C(N1)C=C(C=C2B2OC(C(O2)(C)C)(C)C)C(=O)[O-] 2-nitro-4-(4,4,5,5-tetramethyl-1,3,2-dioxaborolan-2-yl)-1H-benzo[d]imidazole-6-carboxylate